N1=CC=C(C=C1)C=1SC2=C(C(C=3C=CC=NC3C2=O)=O)N1 2-(pyridin-4-yl)thiazolo[4,5-g]quinoline-4,9-dione